C(C)(=O)C1=CC=C(OC(C(=O)OC)CCO)C=C1 Methyl 2-(4-acetylphenoxy)-4-hydroxybutanoate